OC1=C(C=CC(=C1)OCCCCCCCC)C1=NC(=NC(=N1)C1=C(C=C(C=C1)OCCCCCCCC)O)C1=C(C=C(C=C1)OCCCCCCCC)O 2,4,6-tris(2'-hydroxy-4'-octyloxy-phenyl)-1,3,5-triazine